ClC=1C=CC2=C(N=C(O2)SCC2=CC=C(C=C2)Cl)C1 5-chloro-2-((4-chlorobenzyl)thio)benzo[d]oxazole